C(#N)C1=CC=2C3=C(C=NC2C=C1)N=C(N3[C@@H](C[C@H](O)C)CC)CNC(C)=O N-({8-cyano-1-[(2R,4R)-2-methyloxahex-4-yl]-1H-imidazo[4,5-C]quinolin-2-yl}methyl)acetamide